Methyl 4-(9-(3-((2S,3S)-1-methyl-5-oxo-2-(pyridin-3-yl)pyrrolidine-3-carboxamido)propyl)-3,9-diazaspiro[5.5]undecan-3-yl)butanoate CN1[C@@H]([C@H](CC1=O)C(=O)NCCCN1CCC2(CCN(CC2)CCCC(=O)OC)CC1)C=1C=NC=CC1